N-(1-((1s,4s)-4-((2-((2-(2,6-dioxopiperidin-3-yl)-1,3-dioxoisoindolin-5-yl)oxy)ethoxy)methyl)cyclohexyl)-5-fluoro-1H-benzo[d]imidazol-2-yl)-3-(trifluoromethyl)benzamide O=C1NC(CCC1N1C(C2=CC=C(C=C2C1=O)OCCOCC1CCC(CC1)N1C(=NC2=C1C=CC(=C2)F)NC(C2=CC(=CC=C2)C(F)(F)F)=O)=O)=O